2-(2-chlorophenyl)-N-(4-((cyclopropylmethoxy)methyl)-3-sulfamylphenyl)acetamide ClC1=C(C=CC=C1)CC(=O)NC1=CC(=C(C=C1)COCC1CC1)S(N)(=O)=O